C1(CC1)C(=O)OCCNC (methylamino)ethyl cyclopropanecarboxylate